FC=1C=C(OC2=CC=C(C=C2)N2N=C3C(NCCC3N3CCN(CC3)C(C=C)=O)=C2C(=O)N)C=CC1 2-[4-(3-fluorophenoxy)phenyl]-7-[4-(prop-2-enoyl)piperazin-1-yl]-4,5,6,7-tetrahydro-2H-pyrazolo[4,3-b]pyridine-3-carboxamide